FC(C=1C=C(C=C(C1)C(F)(F)F)BC1=CC(=CC(=C1)C(F)(F)F)C(F)(F)F)(F)F bis(3,5-bis-trifluoromethylphenyl)borane